N-(((9H-fluoren-9-yl)methoxy)carbonyl)-O-(difluoromethyl)-L-serine C1=CC=CC=2C3=CC=CC=C3C(C12)COC(=O)N[C@@H](COC(F)F)C(=O)O